C(N)(=O)C1=CC=C(C2=C1N=C(S2)OC)N2C[C@@H](N([C@H](C2)C)C(=O)OC(C)(C)C)C tert-butyl (2S,6S)-4-(4-carbamoyl-2-methoxybenzo[d]thiazol-7-yl)-2,6-dimethylpiperazine-1-carboxylate